(2S,4R)-tert-butyl 2-((6-chloro-3-methylpyridin-2-yl)carbamoyl)-4-fluoropyrrolidine-1-carboxylate ClC1=CC=C(C(=N1)NC(=O)[C@H]1N(C[C@@H](C1)F)C(=O)OC(C)(C)C)C